3-{4-[(3-chlorobenzene-1-carbonyl)amino]phenyl}-N-(cyclopropyl-methyl)oxetane-3-carboxamide ClC=1C=C(C=CC1)C(=O)NC1=CC=C(C=C1)C1(COC1)C(=O)NCC1CC1